1-(5-chloro-2-(((R)-1-hydroxybutan-2-yl)amino)pyridin-4-yl)-N-(1-(3-chlorophenyl)-2-hydroxyethyl)-1H-imidazole-4-amide ClC=1C(=CC(=NC1)N[C@@H](CO)CC)N1C=NC(=C1)C(=O)NC(CO)C1=CC(=CC=C1)Cl